8'-Chloro-1'-[1-(pyridin-2-ylmethyl)pyrrolidin-3-yl]-4'H,6'H-spiro[1,3-dioxolan-2,5'-[1,2,4]triazolo[4,3-a][1]benzazepin] ClC=1C=CC2=C(CC3(CC=4N2C(=NN4)C4CN(CC4)CC4=NC=CC=C4)OCCO3)C1